NC1=C(C=CC=C1)C(O)C1=CC=C(C=C1)C(C)(C)C (2-aminophenyl)(4-tert-butylphenyl)methanol